cyclodecanone oxime C1(CCCCCCCCC1)=NO